C1(CCCCC1)SC1=NC=CC=C1C1=CC(=C(OCCCC(=O)OCC)C(=C1)F)F ethyl 4-[4-(2-cyclohexylthio-pyridin-3-yl)-2,6-difluoro-phenoxy]-butyrate